4-(trifluoromethyl)-5,6,7,8-tetrahydroquinolin-2-ol FC(C1=CC(=NC=2CCCCC12)O)(F)F